(1-(4-amino-6-bromo-5-((2-cyclopropyl-4,6-difluorobenzo[d]thiazol-5-yl)ethynyl)-7H-pyrrolo[2,3-d]pyrimidin-7-yl)but-3-en-2-yl)carbamic acid tert-butyl ester C(C)(C)(C)OC(NC(CN1C(=C(C2=C1N=CN=C2N)C#CC=2C(=CC1=C(N=C(S1)C1CC1)C2F)F)Br)C=C)=O